O1CCN(CC1)C1=CC=C(C=C1)N1N=C(C=2C1=CN=CC2)C(=O)N 4-morpholinophenyl-1H-pyrazolo[3,4-c]pyridine-3-carboxamide